methyl 2-[[4-[1-[(4-cyano-2-fluoro-phenyl)methoxy]pyrazol-3-yl]-1-piperidyl]methyl]-3-[[(2S)-oxetan-2-yl]methyl]benzimidazole-5-carboxylate C(#N)C1=CC(=C(C=C1)CON1N=C(C=C1)C1CCN(CC1)CC=1N(C2=C(N1)C=CC(=C2)C(=O)OC)C[C@H]2OCC2)F